CC(C(=O)[O-])O.[Na+] The molecule is an organic sodium salt having lactate as the counterion. It has a role as a food preservative and a food acidity regulator. It is an organic sodium salt and a lactate salt. It contains a lactate.